C1(=CC=C(C=C1)OC1=C(C(C(=O)O)=CC=C1)C(=O)O)OC1=C(C(C(=O)O)=CC=C1)C(=O)O 4-(p-phenylenedioxy)diphthalic acid